C=1N=C(N2C1C=CC=C2)C(=O)OCC ethyl imidazo[1,5-a]pyridine-3-carboxylate